NC1=CC(=C(C(=C1)F)N1CC2(C1)CN(C2)CC2CCN(CC2)C(=O)OC(C)(C)C)F tert-butyl 4-[[2-(4-amino-2,6-difluoro-phenyl)-2,6-diazaspiro[3.3]heptan-6-yl]methyl]piperidine-1-carboxylate